C(CCCCCC(C)C)(=O)OCCCCCCC heptyl isononanoate